C1(=CC=CC=C1)C1=NC=CC[C@H]1C1=CC=C(C=C1)N1N=CC=C1 Phenyl-(S)-3-(4-(1H-pyrazol-1-yl)phenyl)-3,4-dihydropyridine